ethyl 2-(6'-bromo-2,2-difluoro-1'-oxo-1'H-spiro[cyclopropane-1,4'-isoquinolin]-2'(3'H)-yl)acetate BrC=1C=C2C3(CN(C(C2=CC1)=O)CC(=O)OCC)C(C3)(F)F